(2R,3S,4R,5R)-2-[2-(2-Amino-3-chlorochinolin-7-yl)ethyl]-5-(4-methyl-7H-pyrrolo[2,3-d]pyrimidin-7-yl)tetrahydrothiophen-3,4-diol NC1=NC2=CC(=CC=C2C=C1Cl)CC[C@H]1S[C@H]([C@@H]([C@@H]1O)O)N1C=CC2=C1N=CN=C2C